nitro-o-nitrobenzene [N+](=O)([O-])C1=C(C=CC=C1)[N+](=O)[O-]